ClC1=CC(=C(C=C1)C(C(N1C=CC2=CC=C(C=C12)OC(F)(F)F)=O)NC=1C=C(OC[C@@H]2[C@H](C2)C(=O)OC)C=C(C1)OC)OC (1S,2S)-methyl 2-((3-((1-(4-chloro-2-methoxyphenyl)-2-oxo-2-(6-(trifluoromethoxy) indol-1-yl) ethyl) amino)-5-methoxyphenoxy) methyl)-cyclopropanecarboxylate